3-acetamido-N-[(1r,3s)-3-{[6-methyl-2-(trifluoromethyl)quinolin-4-yl]amino}cyclohexyl]benzamide C(C)(=O)NC=1C=C(C(=O)N[C@H]2C[C@H](CCC2)NC2=CC(=NC3=CC=C(C=C23)C)C(F)(F)F)C=CC1